C(CCCCCCC\C=C/CCCCCCCC)(=O)OCCCCCCCCCCCCCCCCCCC(=O)O 19-oleoyloxy-nonadecanoic acid